[K].N1(CCC1)C1CN(CC1)S(=O)(=O)NC(NC1=C2CCCC2=CC=2CCCC12)=O 3-(Azetidin-1-yl)-N-((1,2,3,5,6,7-hexahydro-s-indacen-4-yl)carbamoyl)pyrrolidine-1-sulfonamide, potassium salt